BrC1=C(C=CC=C1)N(C)C (2-Bromo-phenyl)-dimethyl-amine